CC1=CN=CC=2N=C(N=C(C21)N2CCC1(CCN(C1)C(=O)OC(C)(C)C)CC2)C2=CC=NC=C2 tert-butyl 8-(5-methyl-2-(pyridin-4-yl) pyrido[3,4-d]pyrimidin-4-yl)-2,8-diazaspiro[4.5]decane-2-carboxylate